5-{[(4-Fluorophenyl)methyl]sulfanyl}-1-(furan-3-carbonyl)-3-(1-methansulfonyl-2-methylazetidin-3-yl)-1H-pyrazol FC1=CC=C(C=C1)CSC1=CC(=NN1C(=O)C1=COC=C1)C1C(N(C1)S(=O)(=O)C)C